C1(CCCC1)N1C(CN(C=2C(N[C@](NC12)(N)NC=1C=C2CCNC(C2=CC1OC)C(CN1[C@H](CCC1)CO)=O)=O)C)CC (R)-8-cyclopentyl-7-ethyl-2-{{{2-[(R)-2-(hydroxymethyl)pyrrolidin-1-yl]acetyl}-7-methoxy-1,2,3,4-tetrahydroisoquinolin-6-yl}amino}-5-methyl-7,8-dihydropterin